alpha-keto-gamma-(methylthio)butanoic acid O=C(C(=O)O)CCSC